C(C)OS(=O)(=O)C(F)(F)F.C(CCCC)N1CN(C=C1)C 1-amyl-3-methylimidazole ethyl-triflate